Cl.NC1=NC=C(C2=C1C=NN2)NC(=O)C(=O)N(CC2=NC=CC=C2)CC2=C(C=C(C=C2)F)Cl N-(4-amino-1H-pyrazolo[4,3-c]pyridin-7-yl)-N'-[(2-chloro-4-fluoro-phenyl)methyl]-N'-(2-pyridylmethyl)oxamide Hydrogen chloride